(1R,2R)-2-(((2-(4'-fluoro-2'-(4-methyl-4H-1,2,4-triazol-3-yl)-[1,1'-biphenyl]-3-yl)-7-methoxybenzo[d]oxazol-5-yl)methyl)amino)-1-methylcyclopentan-1-ol FC1=CC(=C(C=C1)C1=CC(=CC=C1)C=1OC2=C(N1)C=C(C=C2OC)CN[C@H]2[C@@](CCC2)(O)C)C2=NN=CN2C